5-Chloro-1-(2-methoxy-4-(((R)-1,1,1-trifluoropropan-2-yl)amino)phenyl)-N-(((1r,4R)-4-(methylsulfonyl)cyclohexyl)methyl)-2-propyl-1H-imidazole-4-carboxamide ClC1=C(N=C(N1C1=C(C=C(C=C1)N[C@@H](C(F)(F)F)C)OC)CCC)C(=O)NCC1CCC(CC1)S(=O)(=O)C